iso-pentenylphosphate C(=CC(C)C)OP(=O)([O-])[O-]